NC1(CC1)CNC1=NC(=C2C(=N1)N(N=C2)C)NC2=CC(=C(C=C2)Cl)Cl 6-N-[(1-aminocyclopropyl)methyl]-4-N-(3,4-dichlorophenyl)-1-methylpyrazolo[3,4-d]pyrimidine-4,6-diamine